N1(CCCC1)S(=O)(=O)O[C@H]1[C@@H](N(C1=O)C=1C=C2C=3C=CC=CC3C=CC2=C2C=CC=CC12)C1=NC=C(C=C1)F |r| (±)-Trans-N-(chrysen-6-yl)-2-(5-fluoropyridin-2-yl)-4-oxoazetidin-3-yl pyrrolidine-1-sulfonate